α-cumylperoxyneodecanate C(C)(C)(C1=CC=CC=C1)OOC(CCCCCC(C)(C)C)=O